COC(=O)[C@]12CC(CN2C[C@@H](C1)F)O.C(C)(C)C1=C(C(=CC(=C1)C(C)C)C(C)C)P(C1CCCCC1)C1CCCCC1 ((2,4,6-triisopropyl)phenyl)dicyclohexylphosphine methyl-(2R,7aS)-2-fluoro-6-hydroxytetrahydro-1H-pyrrolizine-7a(5H)-carboxylate